FC=1C=C2C=CNC(C2=C(C1)F)=O 6,8-Difluoroisoquinolin-1(2H)-one